anthraquinonedisulfonic acid disodium salt [Na+].[Na+].C=1(C(=CC=C2C(C3=CC=CC=C3C(C12)=O)=O)S(=O)(=O)[O-])S(=O)(=O)[O-]